[Li+].C(C)C1=C(C(=C(C=C1)S(=O)[O-])CC)CC triethylbenzenesulfinic acid lithium salt